ClC=1C=C2C(=NC1OC)C(=C(N2C)C2=NC(=NN2)C(COC)(F)F)N2C=NC=C2 6-chloro-2-(3-(1,1-difluoro-2-methoxyethyl)-1H-1,2,4-triazol-5-yl)-3-(1H-imidazol-1-yl)-5-methoxy-1-methyl-1H-pyrrolo-[3,2-b]pyridine